2',3',5',6'-Tetramethyl-1,1':4',1''-terphenyl CC1=C(C(=C(C(=C1C)C1=CC=CC=C1)C)C)C1=CC=CC=C1